FC(C)(F)C1=CC=C(C=C1)C1=NOC(=C1)NC1=NC(=NC=C1)N1CCOCC1 3-(4-(1,1-difluoroethyl)phenyl)-N-(2-morpholinopyrimidin-4-yl)isoxazol-5-amine